(E)-4-bromobut-2-en-1-ol BrC/C=C/CO